(RS)-tert-Butyl 2-(4-bromophenyl)morpholine-4-carboxylate BrC1=CC=C(C=C1)[C@@H]1CN(CCO1)C(=O)OC(C)(C)C |r|